methyl 6-chloro-3-(dibromomethyl)-5-fluoropyridine-2-carboxylate ClC1=C(C=C(C(=N1)C(=O)OC)C(Br)Br)F